3-chloro-5-(3,3-dicyanopropylsulfanyl)pyridine-2-carboxylic acid ClC=1C(=NC=C(C1)SCCC(C#N)C#N)C(=O)O